BrC1=CC=C2OC=3C=CC(=CC3B3C2=C1OC=1C=CC(=CC13)C(C)(C)C)C(C)(C)C 6-bromo-2,12-di-tert-butyl-5,9-dioxa-13b-boranaphtho[3,2,1-de]anthracene